FC(C(=O)O)(F)F.C1(=CC=CC=C1)C1=CN=C(N1)C1=NC=CC(=C1)C=1C=NN(C1)CC1=C(C(=O)O)C=CC=C1 2-((4-(2-(5-Phenyl-1H-imidazol-2-yl)pyridin-4-yl)-1H-pyrazol-1-yl)methyl)benzoic acid trifluoroacetate salt